C(C)OC(=O)C1=NN(C(=C1)C)C1=CC=C(C=C1)Cl 1-(4-chlorophenyl)-5-methyl-1H-pyrazole-3-carboxylic acid ethyl ester